4-(5-(3-((2-(3-carboxypropionyl)-6-methoxybenzo[b]thiophen-5-yl)oxy)propoxy)-6-methoxybenzo[b]selenophen-2-yl)-2-ethyl-4-oxobutanoic acid C(=O)(O)CCC(=O)C1=CC2=C(S1)C=C(C(=C2)OCCCOC2=CC1=C([Se]C(=C1)C(CC(C(=O)O)CC)=O)C=C2OC)OC